CON(C(=O)[C@H]1N([C@@H]2C[C@H]2C1)C(=O)OC(C)(C)C)C |&1:9| tert-butyl (1R,3S,SR)-3-(methoxy(methyl)carbamoyl)-2-azabicyclo[3.1.0]hexane-2-carboxylate